zinc-Magnesium [Mg].[Zn]